6-(2,2-Difluoroethoxy)-4-(4-(difluoromethoxy)phenyl)-2-(2-methyl-2H-indazol-5-yl)-8-(trifluoromethyl)pyrido[3,2-c]pyridazin-3(2H)-one FC(COC=1C=C(C2=NN(C(C(=C2N1)C1=CC=C(C=C1)OC(F)F)=O)C1=CC2=CN(N=C2C=C1)C)C(F)(F)F)F